OC1=C2C=CC=C(C2=CC=C1)B(O)O 5-HYDROXYNAPHTHALENE-1-BORONIC ACID